di-tert-butyl (3-(2-(dimethylamino) ethyl)-1H-indol-4-yl) phosphate P(=O)(OC(C)(C)C)(OC(C)(C)C)OC1=C2C(=CNC2=CC=C1)CCN(C)C